1,8-diamino-5-azaoctane NCCCCNCCCN